ClC1=C(C=CC=C1)C1=C(C=CC=C1)C1=NC(=NC(=N1)C1=CC=CC=C1)C1=CC=C(C=C1)C1=CC(=CC=C1)C#N 4'-(4-(2'-chloro-[1,1'-biphenyl]-2-yl)-6-phenyl-1,3,5-triazin-2-yl)-[1,1'-biphenyl]-3-carbonitrile